4-(3-Fluorophenyl)-3-((3-fluorophenyl)ethynyl)-2-(trifluoromethyl)quinoline FC=1C=C(C=CC1)C1=C(C(=NC2=CC=CC=C12)C(F)(F)F)C#CC1=CC(=CC=C1)F